C1(CC1)N1N=CC(=C1)C1=CC=C(C=N1)CC=1C=C2C(N(C=NC2=C(C1C)C)[C@H]1CCOC[C@@H]1O)=O 1,5-anhydro-3-(6-((6-(1-cyclopropyl-1H-pyrazol-4-yl)pyridin-3-yl)methyl)-7,8-dimethyl-4-oxoquinazolin-3(4H)-yl)-2,3-dideoxy-L-threo-pentitol